[N+](=O)([O-])C=1C=C(C=CC1)C1N(CCC(C1)C(=O)N)CC(N1CCC2(CCNC2=O)CC1)=O (3-Nitrophenyl)-1-(2-oxo-2-(1-oxo-2,8-diazaspiro[4.5]decan-8-yl)ethyl)piperidine-4-carboxamide